((2,6-Diisopropylphenoxy)(ethoxy)phosphoryl)-L-alanine isopropyl ester C(C)(C)OC([C@@H](NP(=O)(OCC)OC1=C(C=CC=C1C(C)C)C(C)C)C)=O